N-hexyl-2,4-dimethoxy-6-pentyl-benzenesulfonamide C(CCCCC)NS(=O)(=O)C1=C(C=C(C=C1CCCCC)OC)OC